CCC(CC)OC1=CC=C(C=C1)[C@@H](CC(=O)O)C#CC (3R)-3-[4-(pent-3-yloxy)phenyl]hex-4-ynoic acid